4-piperidoate N1CCC(CC1)C(=O)[O-]